C(CCCCCCC)C1=CC=C(C=C1)C1=NOC(=N1)[C@H]1N(CCC1)C(N)=N (S)-2-[3-(4-octylphenyl)-1,2,4-oxadiazol-5-yl]pyrrolidine-1-carboximidamide